ClC1=NC=C(C(=C1)C1=C(C=NC(=C1)C)C(=O)NC=1SC(=NN1)C(N([C@@H]1CC[C@H](CC1)OCC1CC1)C)=O)OC 2'-chloro-5'-methoxy-6-methyl-N-(5-{methyl-[Trans-4-(cyclopropylmethoxy)cyclohexyl]carbamoyl}-1,3,4-thiadiazol-2-yl)-[4,4'-bipyridine]-3-carboxamide